C[Si](OCCON=CC(=O)N)(C(C)(C)C)C 8,8,9,9-tetramethyl-4,7-dioxa-3-aza-8-siladec-2-enamide